BrC=1C=C(C=CC1)C1=CC=CC2=C1OC1=C2C=CC=C1 4-(3-bromophenyl)dibenzo[b,D]furan